C(#N)C=1C=CC(=C(C1)NS(=O)(=O)C=1C=C(C(=O)OC)C=CC1O)N1C(CCCC1)CCCCO methyl 3-(N-(5-cyano-2-(2-(4-hydroxybutyl)piperidin-1-yl)phenyl)sulfamoyl)-4-hydroxybenzoate